(E)-2-(((3-(triethoxysilyl)propyl)imino)methyl)phenol C(C)O[Si](CCC\N=C\C1=C(C=CC=C1)O)(OCC)OCC